3-p-chlorophenoxypropane-1,2-diol ClC1=CC=C(OCC(CO)O)C=C1